FC=1C=CC(=NC1)C1=NN2C(COCC2)=C1C1=C2C(=NC=C1)NC=C2 2-(5-fluoro-2-pyridinyl)-3-(1H-pyrrolo[2,3-b]pyridin-4-yl)-6,7-dihydro-4H-pyrazolo[5,1-c][1,4]oxazine